1-(Spiro[3.3]heptan-2-yl)-3-(1-(3-((1,1,1-trifluoropropan-2-yl)oxy)phenyl)ethyl)urea C1C(CC12CCC2)NC(=O)NC(C)C2=CC(=CC=C2)OC(C(F)(F)F)C